C(C)(C)(C)OC(NC1CN(C1)C(=O)C12CN(CC2(C1)C(F)(F)F)C1=C2C=CC=NC2=C(C=C1)C#N)=O tert-butyl(1-(3-(8-cyanoquinolin-5-yl)-5-(trifluoromethyl)-3-Azabicyclo[3.1.0]hexane-1-carbonyl)azetidin-3-yl)carbamate